FC1=C(C=CC2=C1N(C(=N2)C2=C(C=CC=C2)F)[C@H]2C[C@H](CCC2)NC(OC(C)(C)C)=O)C2=NN(C=N2)COCC[Si](C)(C)C tert-butyl ((1S,3R)-3-(7-fluoro-2-(2-fluorophenyl)-6-(1-((2-(trimethylsilyl)ethoxy)methyl)-1H-1,2,4-triazol-3-yl)-1H-benzo[d]imidazol-1-yl)cyclohexyl)carbamate